C(C)(C)(C)C1=CC=C(C=C1)[I+]C1=CC=C(C=C1)C(C)(C)C di(4-tertiary butylphenyl)iodonium